2,6-Diethylphenol C(C)C1=C(C(=CC=C1)CC)O